C1(CCC1)CC(=O)N1[C@@H](C=2NC3=CC=CC=C3C2C[C@H]1C)C1=C(C=C(C=C1F)OCCN1CC(C1)CF)F 2-cyclobutyl-1-[(1R,3R)-1-[2,6-difluoro-4-[2-[3-(fluoromethyl)azetidin-1-yl]ethoxy]phenyl]-3-methyl-1,3,4,9-tetrahydropyrido[3,4-b]indol-2-yl]ethanone